dimethyl (2-methylaziridin-1-yl)phosphonate CC1N(C1)P(OC)(OC)=O